(6aR,10aR)-6,6,9-trimethyl-3-phenethyl-6a,7,8,10a-tetrahydro-6H-benzo[c]chromen-1-ol CC1(OC=2C=C(C=C(C2[C@H]2[C@H]1CCC(=C2)C)O)CCC2=CC=CC=C2)C